1-((2-(trimethylsilyl)ethoxy)methyl)-1H-benzo[d][1,2,3]triazole C[Si](CCOCN1N=NC2=C1C=CC=C2)(C)C